Ethyl (3S)-5-bromo-2-oxo-spiro[1H-pyrrolo[2,3-b]pyridine-3,6'-5,7-dihydrocyclopenta[b]pyridine]-3'-carboxylate BrC=1C=C2C(=NC1)NC([C@]21CC=2C(=NC=C(C2)C(=O)OCC)C1)=O